7,7-Dimethyl-1,4,6,7-tetrahydro-5H-pyrazolo[4,3-c]pyridine-5-carboxylic acid tert-butyl ester C(C)(C)(C)OC(=O)N1CC2=C(C(C1)(C)C)NN=C2